NC1=NC=NN2C1=C(C=C2[C@H]2[C@@H]([C@@H]([C@@](O2)(C#N)CO)O)O)F (2R,3S,4R,5S)-5-(4-amino-5-fluoropyrrolo[2,1-f][1,2,4]triazin-7-yl)-3,4-dihydroxy-2-(hydroxymethyl)tetrahydrofuran-2-carbonitrile